tert-Butyl (S)-3-((6-(2,3-difluoro-4-((phenylmethyl)sulfonamido)phenyl)quinazolin-2-yl)amino)piperidine-1-carboxylate FC1=C(C=CC(=C1F)NS(=O)(=O)CC1=CC=CC=C1)C=1C=C2C=NC(=NC2=CC1)N[C@@H]1CN(CCC1)C(=O)OC(C)(C)C